1-(2,4-Difluoro-phenyl)-3b,4,4a,5-tetrahydro-1H-cyclopropa[3,4]cyclopenta[1,2-c]pyrazole-3-carboxylic acid (2-hydroxy-1,1-dimethylethyl)-amide OCC(C)(C)NC(=O)C=1C2=C(N(N1)C1=C(C=C(C=C1)F)F)CC1C2C1